2-(4-nitrophenyl)-2-oxoacetic anhydride [N+](=O)([O-])C1=CC=C(C=C1)C(C(=O)OC(C(C1=CC=C(C=C1)[N+](=O)[O-])=O)=O)=O